2-Cyclopropyl-4-methyl-N-((R)-2-(((S)-11-oxo-2,3,10,11-tetrahydro-1H,5H-benzo[d]pyrazolo[1,2-a][1,2]diazepin-10-yl)carbamoyl)butyl)thiazol-5-carboxamid C1(CC1)C=1SC(=C(N1)C)C(=O)NC[C@@H](CC)C(N[C@H]1C2=C(CN3N(C1=O)CCC3)C=CC=C2)=O